tert-butyl (3-(cyanomethyl)bicyclo[1.1.1]pentan-1-yl)carbamate C(#N)CC12CC(C1)(C2)NC(OC(C)(C)C)=O